[13C]([13CH2][13CH2][13CH2][13CH2][13CH2][13CH2][13CH3])(=O)O [13C8]octanoic acid